NC1=C2N=CN(C2=NC=N1)CC1=C(C=NC(=C1)C1=C(C=C(C(=C1)F)OC)F)N1CC(CCC1)(C(=O)NC)O 1-(4-((6-amino-9H-purin-9-yl)methyl)-6-(2,5-difluoro-4-methoxyphenyl)pyridin-3-yl)-3-hydroxy-N-methylpiperidine-3-carboxamide